6-(2-(2-fluorophenyl)propyl)-1,3,5-triazine-2,4(1H,3H)-dione FC1=C(C=CC=C1)C(CC1=NC(NC(N1)=O)=O)C